ClC=1C(N(N=CC1N1CCC=2C(=CC=NC2C1)OC1=C(C=C(C=C1)F)C(F)(F)F)C1OCCCC1)=O 4-chloro-5-[4-[4-fluoro-2-(trifluoromethyl)phenoxy]-5,6,7,8-tetrahydro-1,7-naphthyridin-7-yl]-2-(oxan-2-yl)-2,3-dihydropyridazin-3-one